α-methyl-(R)-cysteine C[C@](N)(CS)C(=O)O